C(C)C(CN1C(=C(C(C2=CC=CC=C12)=O)OC(=O)C(C)(C)C)C1=CC=CC=C1)CCCC N-(2-ethylhexyl)-2-phenyl-3-t-butylcarbonyloxy-quinolin-4-one